C1(=CC=C(C=C1)C(=O)O[C@H](C(=O)OCCCC)C)C1=CC=C(C=C1)C1=CC=C(C=C1)C(=O)O[C@H](C(=O)OCCCC)C bis((S)-1-butoxy-1-oxopropan-2-yl) [1,1':4',1''-terphenyl]-4,4''-dicarboxylate